C1(=CC=CC=C1)S(=O)(=O)OC1=C(C=CC=C1)NC(=O)NC1=C(C=CC=C1)OS(=O)(=O)C1=C(C=C(C=C1C)C)C N-[2-(benzenesulfonyloxy)phenyl]-N'-[2-(mesitylenesulfonyloxy)phenyl]urea